methyl 1-(2-(3-((1-(4-chlorophenyl)-2-oxo-2-(6-(trifluoromethoxy)indolin-1-yl)ethyl)amino)-5-methoxyphenoxy)ethyl)cyclopropane-1-carboxylate ClC1=CC=C(C=C1)C(C(N1CCC2=CC=C(C=C12)OC(F)(F)F)=O)NC=1C=C(OCCC2(CC2)C(=O)OC)C=C(C1)OC